C(C)(C)(C)OC(=O)N1[C@H]2[C@H](NC[C@@H]1CC2)COC2=C1C(=NC(=NC1=C(C(=C2Cl)C=2C(=CC=C1C=NN(C21)C)F)F)Cl)O (1R,2S,5S)-2-(((2,6-dichloro-8-fluoro-7-(6-fluoro-1-methyl-1H-indazol-7-yl)-4-hydroxyquinazolin-5-yl)oxy)methyl)-3,8-diazabicyclo[3.2.1]octane-8-carboxylic acid tert-butyl ester